methyl 2-(4-(3-(3-bromo-2-methylphenoxy)propyl)piperidin-1-yl)acetate BrC=1C(=C(OCCCC2CCN(CC2)CC(=O)OC)C=CC1)C